FC1(CC(C1)(C)CN1N=C(C(=C1C(=O)NC1=CC(=C(C=C1)F)S(=O)(=N)C)C(F)F)C1(CC1)F)F 1-((3,3-difluoro-1-methylcyclobutyl)methyl)-4-(difluoromethyl)-N-(4-fluoro-3-(S-methylsulfonimidoyl)phenyl)-3-(1-fluorocyclopropyl)-1H-pyrazole-5-carboxamide